tris[(4-formylphenoxy)-methyl]ethane C(=O)C1=CC=C(OCC(C)(COC2=CC=C(C=C2)C=O)COC2=CC=C(C=C2)C=O)C=C1